1-[[4-(trifluoromethyl)phenyl]methyl]-1,2,3-triazole-4-carboxylic acid FC(C1=CC=C(C=C1)CN1N=NC(=C1)C(=O)O)(F)F